(1R,3S)-3-(3-amino-1H-pyrazol-5-yl)cyclopentyl 2,2-diethyl-1-methylhydrazine-1-carboxylate C(C)N(N(C(=O)O[C@H]1C[C@H](CC1)C1=CC(=NN1)N)C)CC